(4-Acetylphenyl)-2-(4-(trifluoromethyl)phenyl)Azole-4-carboxylic acid ethyl ester C(C)OC(=O)C=1C(=C(NC1)C1=CC=C(C=C1)C(F)(F)F)C1=CC=C(C=C1)C(C)=O